ClC1=NC(=NC=C1C(F)(F)F)NC1=C(C=C(C=C1)NC1C2CC3(CC(CC1C3)C2)O)OC (trans)-4-((4-((4-chloro-5-(trifluoromethyl)pyrimidin-2-yl)amino)-3-methoxyphenyl)amino)adamantan-1-ol